(S)-N-((5-chloro-6-(5-methoxypyrazin-2-yl)-1H-indol-2-yl)methyl)tetrahydrofuran-3-carboxamide ClC=1C=C2C=C(NC2=CC1C1=NC=C(N=C1)OC)CNC(=O)[C@@H]1COCC1